1-methylbenzo[2,1-g]quinoxaline-2(1H)-one CN1C(C=NC=2C=C3C(=CC12)C=CC=C3)=O